C1(=CC=CC=2C3=CC=CC=C3CC12)COC(=O)N1CCN(CC1)C(=O)OCC1=CC=CC=C1 (S)-1-(fluorenylmethoxycarbonyl)-4-(benzyloxycarbonyl)piperazine